N-{4-fluoro-3-[5-(3-methylpyridin-2-yl)-2H-pyrazolo[3,4-b]pyridin-2-yl]phenyl}azetidine FC1=C(C=C(C=C1)N1CCC1)N1N=C2N=CC(=CC2=C1)C1=NC=CC=C1C